C(CCCC=CCC)OCCCC(C)=O 5-Oct-5-enyloxy-pentan-2-one